benzyl (3S,6S,10aR)-6-((tert-butoxycarbonyl) amino)-9-hydroxy-5-oxodecahydropyrrolo[1,2-a]azocine-3-carboxylate C(C)(C)(C)OC(=O)N[C@H]1CCC(C[C@@H]2N(C1=O)[C@@H](CC2)C(=O)OCC2=CC=CC=C2)O